dimethyldipyrenylsilane C[Si](C1=CC=C2C=CC3=CC=CC4=CC=C1C2=C34)(C3=CC=C4C=CC2=CC=CC1=CC=C3C4=C21)C